The molecule is a sulindac-based non-steroidal anti-inflammatory drug. It has a role as a non-steroidal anti-inflammatory drug. It derives from an acetic acid. CC\\1=C(C2=C(/C1=C\\C3=CC=C(C=C3)C(C)C)C=CC(=C2)F)CC(=O)O